BrC=1C=CC=2N(C1)C(=C(N2)N)SCC 6-bromo-3-ethylthioimidazo[1,2-a]pyridin-2-amine